4-((2-methylpentyl)oxy)benzoic acid CC(COC1=CC=C(C(=O)O)C=C1)CCC